((3R,5R)-5-methylpyrrolidin-3-yl)oxazole-2-carboxamide TFA salt OC(=O)C(F)(F)F.C[C@@H]1C[C@H](CN1)C=1N=C(OC1)C(=O)N